NC1=C(C=NC=C1C)NC(C(N1C(CCCC1)C1=CC=CC=C1)=O)=O N-(4-amino-5-methylpyridin-3-yl)-2-oxo-2-(2-phenylpiperidin-1-yl)Acetamide